disodium 3-pentylcyclobutane-1,1-dicarboxylate C(CCCC)C1CC(C1)(C(=O)[O-])C(=O)[O-].[Na+].[Na+]